ClC1=CC=C(C=C1)NC(N(C)[C@@H](C)C1=CNC(C2=C(C(=CC=C12)F)F)=O)=O (S)-3-(4-chlorophenyl)-1-(1-(7,8-difluoro-1-oxo-1,2-dihydroisoquinolin-4-yl)ethyl)-1-methylurea